bromo-5-(3-chloropropoxy)pyrimidine BrC1=NC=C(C=N1)OCCCCl